COC(CCC(N1C(C2=CC=CC(=C2C1)OCC1=CC=C(C=C1)CN1CCN(CC1)C(C)C)=O)C(N)=O)=O 4-Carbamoyl-4-{4-[4-(4-isopropyl-piperazin-1-ylmethyl)-benzyloxy]-1-oxo-1,3-dihydro-isoindol-2-yl}-butyric acid methyl ester